N[Si](O)(N)N triaminosilanol